FC(C(=O)N1CC(C1)N1C(N(C=2C1=NC=CC2)C2=CC=C(C=C2)C(F)(F)F)=O)=C 3-(1-(2-fluoroacryloyl)azetidin-3-yl)-1-(4-(trifluoromethyl)phenyl)-1,3-dihydro-2H-imidazo[4,5-b]pyridin-2-one